6-(4-Methylbenzyl)-3-benzyl-1,2,3,4,6,8,9,10-octahydro-5H-pyrido[3,4-e]pyrimido[1,2-a]pyrimidin-5-one CC1=CC=C(CN2C=3N(C4=C(C2=O)CN(CC4)CC4=CC=CC=C4)CCCN3)C=C1